NC1=CC=CC(=N1)S(=O)(=O)NC(=O)C=1C(=NC(=CC1)C1=CC(=CC(=C1)OCC(C)C)F)N1[C@H](CC[C@H]1C)C N-[(6-Amino-2-pyridyl)sulfonyl]-2-[(2S,5R)-2,5-dimethylpyrrolidin-1-yl]-6-(3-fluoro-5-isobutoxyphenyl)pyridin-3-carboxamid